3-cyclohexyl-1-[4-(4-Nitrophenyl)phenyl]-1,2-propanedione-2-oxime C1(CCCCC1)CC(C(=O)C1=CC=C(C=C1)C1=CC=C(C=C1)[N+](=O)[O-])=NO